ClC=1C=C(C=C(C1)Cl)C1=NC(=CC(=C1)CN1CCC(CC1)CNC(C)=O)OC=1C=NC(=CC1)N1CCN(CC1)CC1(CC1)CO N-((1-((2-(3,5-dichlorophenyl)-6-((6-(4-((1-(hydroxymethyl)cyclopropyl)methyl)piperazin-1-yl)pyridin-3-yl)oxy)pyridin-4-yl)methyl)piperidin-4-yl)methyl)acetamide